1-[(4-methoxyphenyl)methyl]-3-[1-oxo-5-(1H-pyrazol-3-yl)-3H-isoindol-2-yl]piperidine-2,6-dione COC1=CC=C(C=C1)CN1C(C(CCC1=O)N1C(C2=CC=C(C=C2C1)C1=NNC=C1)=O)=O